C(C)OC(=O)C=1SC=2N=CN=C(C2N1)N1CCC2=CC(=CC=C12)[N+](=O)[O-] 7-(5-Nitro-2,3-dihydro-1H-indol-1-yl)[1,3]thiazolo[5,4-d]pyrimidine-2-carboxylic acid ethyl ester